C1(CCCCC1)NC=1C2=C(N=C(N1)NC1=CC=C(C=3OCCOC31)N3C(CCC3)=O)NC=C2C#N 4-(cyclohexylamino)-2-((8-(2-oxopyrrolidin-1-yl)-2,3-dihydrobenzo[b][1,4]dioxin-5-yl)amino)-7H-pyrrolo[2,3-d]pyrimidine-5-carbonitrile